3-methyl-4-(4-nitrophenyl)-2-butanone O-methyl oxime CON=C(C)C(CC1=CC=C(C=C1)[N+](=O)[O-])C